4-(2-(5-(6-Hydroxy-2,5,7,8-tetramethyl-2,3-dihydrobenzo[b][1,4]oxathiin-2-yl)-1,3,4-oxadiazol-2-yl)ethyl)benzene-1,2-diol OC1=C(C2=C(OC(CS2)(C)C2=NN=C(O2)CCC=2C=C(C(=CC2)O)O)C(=C1C)C)C